nonylstearat C(CCCCCCCC)OC(CCCCCCCCCCCCCCCCC)=O